C1=CC=CC=2C3=CC=CC=C3C(C12)COC(=O)N[C@@H](CCCCN=[N+]=[N-])C(=O)O N2-(((9H-fluoren-9-yl)methoxy)carbonyl)-N6-diazo-L-lysine